[Cl-].C(CCCCCC)[NH+]1CCC(CC1)C 1-Heptyl-4-Methylpiperidinium chlorid